tert-Butyl 2-(2-isopropylpyrazol-3-yl)-5-methyl-piperidine-1-carboxylate C(C)(C)N1N=CC=C1C1N(CC(CC1)C)C(=O)OC(C)(C)C